ethyl (2S)-3-(5-amino-1-methyl-benzimidazol-2-yl)-2-[[(2S)-2-(tert-butoxycarbonylamino)-3-methyl-butanoyl]amino]propanoate NC1=CC2=C(N(C(=N2)C[C@@H](C(=O)OCC)NC([C@H](C(C)C)NC(=O)OC(C)(C)C)=O)C)C=C1